CN1CCN(CC1)CCCNC(=O)C=1N=C(OC1C1=C(C=CC=C1)[N+](=O)[O-])C1=CC=C(C=C1)C(F)(F)F (3-(4-methylpiperazin-1-yl)propyl)-5-(2-nitrophenyl)-2-(4-(trifluoromethyl)phenyl)oxazole-4-carboxamide